CC1(CC1)C=1N(N=C2C=CC=C(C12)C(=O)N)C=1C=NC=CC1 (1-methylcyclopropyl)-2-(3-pyridyl)indazole-4-carboxamide